valinamide pelargonate C(CCCCCCCC)(=O)O.N[C@@H](C(C)C)C(=O)N